[Cl-].CNO N-methyl-hydroxylamine chloride